(3'-fluoro-[1,1'-biphenyl]-4-yl)(3-methoxy-4-(4-methyl-1H-imidazol-1-yl)phenyl)methanone FC=1C=C(C=CC1)C1=CC=C(C=C1)C(=O)C1=CC(=C(C=C1)N1C=NC(=C1)C)OC